C1(CC1)C1=CC(=CC(=N1)C(=O)N)CN1C[C@H](OCC1)C 6-cyclopropyl-4-(((R)-2-methylmorpholino)methyl)pyridinecarboxamide